FC=1C=C(C=C(C1)F)C1CC=NN1C(=O)C=1CCC2C1CNC2 6-(5-(3,5-difluorophenyl)-4,5-dihydro-1H-pyrazole-1-carbonyl)hexahydrocyclopenta[C]pyrrol